ClC1=CC(=NC=C1C(F)(F)F)NC(=S)NC(OCC)=O Ethyl {[4-chloro-5-(trifluoromethyl)pyridin-2-yl]carbamothioyl}carbamate